FC(OC1=CC=C(C=C1)C=1CC(C(N(N1)C1=CC(=CC=C1)F)=O)C(=O)OC)F methyl 6-[4-(difluoromethoxy) phenyl]-2-(3-fluorophenyl)-3-oxo-2,3,4,5-tetrahydropyridazine-4-carboxylate